C(CCC)(=O)OC=1C(C2=CC=CC=C2C(C1C1CCC(CC1)C1=CC=C(C=C1)Cl)=O)=O 3-((1r,4r)-4-(4-chlorophenyl)cyclohexyl)-1,4-dioxo-1,4-dihydronaphthalen-2-yl butyrate